9-(3,3-dimethyl-butyl)-4-isopropyl-1-oxa-4,9-diazaspiro[5.5]undecan-3-one CC(CCN1CCC2(CN(C(CO2)=O)C(C)C)CC1)(C)C